2-bromo-3-(hydroxymethyl)benzonitrile BrC1=C(C#N)C=CC=C1CO